3-aminopyrazole-4-formamide hemisulfate S(=O)(=O)(O)O.NC1=NNC=C1C(=O)N.NC1=NNC=C1C(=O)N